FC1=CC=C(C=C1)N1C(=C(C2=CC(=CC=C12)O)C#N)C1CCOCC1 1-(4-fluorophenyl)-5-hydroxy-2-tetrahydropyran-4-yl-indole-3-carbonitrile